4-[2-(azepan-1-yl)-4-cyclopropanecarboxamidobenzoyl]piperazine-1-carboxylic acid tert-butyl ester C(C)(C)(C)OC(=O)N1CCN(CC1)C(C1=C(C=C(C=C1)NC(=O)C1CC1)N1CCCCCC1)=O